2-(3-chloro-5-(cyclopropylmethyl)-2-methoxyphenyl)-2-((R)-3-((5-(5,6,7,8-tetrahydro-1,8-naphthyridin-2-yl)pentyl)oxy)pyrrolidin-1-yl)acetic acid ClC=1C(=C(C=C(C1)CC1CC1)C(C(=O)O)N1C[C@@H](CC1)OCCCCCC1=NC=2NCCCC2C=C1)OC